C(C)(C)C1=C(C=CC=C1)C1CN(CCN1C1CC2(C1)CCNCC2)CC=2C=CC(=C(C2)C(C)=O)OC (5-((3-(2-isopropylphenyl)-4-(7-azaspiro[3.5]nonan-2-yl)piperazin-1-yl)methyl)-2-methoxyphenyl)ethan-1-one